C(=C)CC(C)=O vinylacetone